N1=CN=C(C2=C1CNCC2)O 6H,7H,8H-pyrido[3,4-d]pyrimidin-4-ol